(E)-ethyl 4-(2-(4-fluoro-3,3-dimethylbutylideneamino)acetamido)-3-methoxybenzoate FCC(C\C=N\CC(=O)NC1=C(C=C(C(=O)OCC)C=C1)OC)(C)C